COOC(C(CC)CCCC)(C=CCCCCCCCCCCCC)CCCC dibutyltetradecenyl-butoxy methyl ether